C1(=CC=CC=C1)C1=C(C(=NN=N1)C1=CC=C(C=C1)C=CC1=CC=C(C=C1)C1=NN=NC(=C1C1=CC=CC=C1)C1=CC=CC=C1)C1=CC=CC=C1 4,4'-bis(diphenyltriazinyl)stilbene